C(C1=CC=CC=C1)OC([C@H](CNC(CNC(C1=CC(=CC=C1)NC=1NCC(CN1)(F)F)=O)=O)NC(C1=C(C=C(C=C1Cl)N1CCOCC1)Cl)=O)=O (S)-benzyl-2-(2,6-dichloro-4-morpholinobenzamido)-3-(2-(3-(5,5-difluoro-1,4,5,6-tetrahydropyrimidin-2-ylamino)benzamido)acetamido)propanoate